1-(5-(4-amino-7H-pyrrolo[2,3-d]pyrimidin-5-yl)indolin-1-yl)-2-(3-(trifluoromethoxy)phenyl)ethan-1-one NC=1C2=C(N=CN1)NC=C2C=2C=C1CCN(C1=CC2)C(CC2=CC(=CC=C2)OC(F)(F)F)=O